[Cl-].[Cl-].C1(C=CC=2CCCCC12)[Hf+2]C1C=CC=2CCCCC12 bis(4,5,6,7-tetrahydro-1-indenyl)hafnium (IV) dichloride